OCCN(CCN)CCO N,N-Bis(2-hydroxyethyl)ethylendiamin